OC1=C(C=CC=C1O)CCCCCCCCCC(=O)C1=C(C=CC=C1)C 10-(2,3-dihydroxyphenyl)-1-(o-tolyl)decan-1-one